CN(S(=O)(=O)N[C@@H]1[C@@H](N(CCC1)C(=O)OC(C)C)CC1=NC(=CC=C1)C1=CC=CC=C1)C isopropyl cis-3-((dimethylsulfamoyl)amino)-2-((6-phenylpyridin-2-yl)methyl)piperidine-1-carboxylate